Allyl-dimethyl-silane C(C=C)[SiH](C)C